tert-butyl (5-chloro-6-(4-(methoxy(methyl) carbamoyl)-2H-1,2,3-triazol-2-yl)pyridin-3-yl)carbamate ClC=1C=C(C=NC1N1N=CC(=N1)C(N(C)OC)=O)NC(OC(C)(C)C)=O